6-{[2-(3-methoxyphenyl)[1,2,4]triazolo[1,5-c]quinazolin-5-yl]amino}-1,4-diazacycloheptan-5-one COC=1C=C(C=CC1)C1=NN2C(=NC=3C=CC=CC3C2=N1)NC1C(NCCNC1)=O